N\C(=C/C#N)\C (2Z)-3-aminobut-2-enenitrile